Benzaldehyde-Hydrazone C(C1=CC=CC=C1)=NN